1-(2,4-dibromophenyl)-3-[(1S)-1-(2-pyrimidin-2-yl-1,2,4-triazol-3-yl)ethyl]urea BrC1=C(C=CC(=C1)Br)NC(=O)N[C@@H](C)C=1N(N=CN1)C1=NC=CC=N1